3-(3-Fluoro-4-methoxyphenyl)-N-(2-(4-fluoropiperidin-1-yl)pyrimidin-4-yl)isoxazol-5-amine FC=1C=C(C=CC1OC)C1=NOC(=C1)NC1=NC(=NC=C1)N1CCC(CC1)F